ammonium dodecyl-phenol C(CCCCCCCCCCC)C1=C(C=CC=C1)O.[NH4+]